N[C@H](C(=O)O)CC(CC)CC (S)-2-amino-4-ethylhexanoic acid